C(C)(C)(C)C=1C=C(C=CC1)NC(C=C)=O N-(3-(tert-butyl)phenyl)acrylamide